NC=1N=C(C2=CC=CC=C2C1)C1=C(C=2C(=C(SN2)N2CCN(CC2)C(C=C)=O)C=C1Cl)F 1-(4-(6-(3-amino-1-isoquinolinyl)-5-chloro-7-fluoro-2,1-benzothiazol-3-yl)-1-piperazinyl)-2-propen-1-one